NC=1C2=C(N=CN1)N(C=C2C2=CC=C(C=C2)NC(=O)NC2=NOC(=C2)C(C)(C)C)CC#CC 1-(4-(4-amino-7-(but-2-yn-1-yl)-7H-pyrrolo[2,3-d]pyrimidin-5-yl)phenyl)-3-(5-tert-butyl-isoxazol-3-yl)urea